CC1(COC1)N1N=CC(=C1)B1OC(C(O1)(C)C)(C)C 1-(3-Methyloxetan-3-yl)-4-(4,4,5,5-tetramethyl-1,3,2-dioxaborolan-2-yl)-1H-pyrazole